N[C@@H](CCCCN)C(=O)O.[B] boron mono-lysine